Cl.ClC1=CN=C(S1)CN 1-(5-chloro-1,3-thiazol-2-yl)methylamine hydrochloride